Tert-butyl (3-((trifluoromethyl)thio)phenyl)carbamate FC(SC=1C=C(C=CC1)NC(OC(C)(C)C)=O)(F)F